(2R,3S,5R)-2-ethynyl-5-(2-fluoro-6-hexanamido-9H-purin-9-yl)-2-(hydroxymethyl)tetrahydrofuran-3-yl pentadecanoate C(CCCCCCCCCCCCCC)(=O)O[C@@H]1[C@](O[C@H](C1)N1C2=NC(=NC(=C2N=C1)NC(CCCCC)=O)F)(CO)C#C